BrCCOC1=CC(=C(C=O)C(=C1)F)F 4-(2-bromoethoxy)-2,6-difluorobenzaldehyde